ClC1=CC(=C(C=C1)CO)CO (4-Chloro-1,2-phenylene)dimethanol